2-chloro-4-(trifluoromethylphenyl)-6-(3,4,5-trimethoxyphenyl)pyrimidine ClC1=NC(=CC(=N1)C1=C(C=CC=C1)C(F)(F)F)C1=CC(=C(C(=C1)OC)OC)OC